2-methylthio-adenine CSC1=NC(=C2NC=NC2=N1)N